3-ethynyl-6,6-dimethyl-8-(4-morpholinopiperidin-1-yl)-11-oxo-6,11-dihydro-5H-benzo[b]carbazole-9-Nitrile C(#C)C1=CC=C2C=3C(C4=C(C(C3NC2=C1)(C)C)C=C(C(=C4)C#N)N4CCC(CC4)N4CCOCC4)=O